BrC=1C=2N(C=C(C1)OCOC)C(=C(N2)C#CCNC2=C(C=C(C=C2)S(=O)(=O)C)OC)CC(F)(F)F N-{3-[8-bromo-6-(methoxymethoxy)-3-(2,2,2-trifluoroethyl)imidazo[1,2-a]pyridin-2-yl]prop-2-yn-1-yl}-4-methanesulfonyl-2-methoxyaniline